Sodium 4-(((1r,4r)-4-(2-((tert-butoxycarbonyl)amino)ethoxy) cyclohexyl)oxy)butanoate C(C)(C)(C)OC(=O)NCCOC1CCC(CC1)OCCCC(=O)[O-].[Na+]